FC=1C=C(C=CC1OC1=CC=NC2=CC=C(N=C12)OCCOC)NC(=O)C=1C=NC(=C(C1O)C1=CC=C(C=C1)F)C N-[3-Fluoro-4-[[6-(2-methoxyethoxy)-1,5-naphthyridin-4-yl]oxy]phenyl]-5-(4-fluorophenyl)-4-hydroxy-6-methylpyridine-3-carboxamide